4-(2-chloro-4-fluorophenyl)-7-methoxyquinolin-2(1H)-one ClC1=C(C=CC(=C1)F)C1=CC(NC2=CC(=CC=C12)OC)=O